Cl.ClC1=C(C(=O)NC2=C3C=NN(C3=CC=C2)C=2C=NC(=CC2)COC)C=C(C=C1)CNC(C(C)(C)C)=O 2-chloro-5-{[(2,2-dimethylpropionyl)amino]methyl}-N-{1-[6-(methoxymethyl)pyridin-3-yl]-1H-indazol-4-yl}benzamide hydrochloride